4-(Bromoacetyl)benzonitrile BrCC(=O)C1=CC=C(C#N)C=C1